methyl (1R,E)-6-acetoxy-1-methylcyclooct-4-ene-1-carboxylate C(C)(=O)OC1/C=C/CC[C@](CC1)(C(=O)OC)C